C1(CC1)CCC1=NC(=C(C(N1C1=C(C=CC=C1OC)OC)=O)CC1=CC=C(C=C1)N1C(C=CC(=C1)F)=O)O 2-(2-cyclopropylethyl)-3-(2,6-dimethoxyphenyl)-5-{[4-(5-fluoro-2-oxo-1,2-dihydropyridin-1-yl)phenyl]methyl}-6-hydroxy-3,4-dihydropyrimidin-4-one